C[C@@H]1CNCCN1 (R)-3-methylpiperazine